6-bromo-2-(4-bromo-3-nitrophenyl)-[1,2,4]triazolo[1,5-a]pyridine BrC=1C=CC=2N(C1)N=C(N2)C2=CC(=C(C=C2)Br)[N+](=O)[O-]